ClC1=CC=C(C=C1)C(C=C(SC)SC)=O 1-(4-chlorophenyl)-3,3-di(methylthio)prop-2-en-1-one